N1-(4-(1H-indazol-1-yl)pyrimidin-2-yl)-N4-(2-(dimethylamino)ethyl)-2-methoxy-N4-methyl-5-nitrobenzene-1,4-diamine N1(N=CC2=CC=CC=C12)C1=NC(=NC=C1)NC1=C(C=C(C(=C1)[N+](=O)[O-])N(C)CCN(C)C)OC